2-(5-chloro-1H-indole-2-carboxamido)-3-(2-methyl-1H-imidazol-4-yl)propanoic acid ClC=1C=C2C=C(NC2=CC1)C(=O)NC(C(=O)O)CC=1N=C(NC1)C